C(C)OC(C(F)(F)N=[N+]=[N-])=O 2-azido-2,2-difluoroacetic acid ethyl ester